(2s)-2-(4-{[4-(trifluoromethyl)-1,3-thiazol-2-yl]amino}phenyl)propanoic acid FC(C=1N=C(SC1)NC1=CC=C(C=C1)[C@@H](C(=O)O)C)(F)F